CN1N=C(C2=C1C1=NC=CC=C1N2)C(=O)O 1-methyl-1,4-dihydropyrazolo[3',4':4,5]pyrrolo[3,2-b]pyridine-3-carboxylic acid